C(=C)S(=O)(=O)N ETHENESULFONAMIDE